1-((2R,4S)-4-(4-amino-3-((1-ethyl-6-fluoro-1H-benzo[d]imidazol-5-yl)ethynyl)-1H-pyrazolo[3,4-d]pyrimidin-1-yl)-2-(difluoromethyl)pyrrolidin-1-yl)prop-2-en-1-one NC1=C2C(=NC=N1)N(N=C2C#CC2=CC1=C(N(C=N1)CC)C=C2F)[C@H]2C[C@@H](N(C2)C(C=C)=O)C(F)F